OC1=CC=CC2=C1CS(CC(N2)=O)(=O)=O 6-hydroxy-4,4-dioxo-1,5-dihydro-4,1-benzothiazepine-2-one